N(=C=O)C1CCC(CC1)P(C1=CC=CC=C1)(C1CCC(CC1)N=C=O)=O bis(para-isocyanato-cyclohexyl)phenyl-phosphine oxide